FC=1C=C(C=NC1)NC=1C2=C(N=CN1)C=CC(=N2)O[C@@H]2CNCC2 N-(5-fluoro-3-pyridyl)-6-[(3S)-pyrrolidin-3-yl]oxy-pyrido[3,2-d]pyrimidin-4-amine